4-{1-[4-(trifluoromethyl)benzoyl]-1H-pyrrolo[2,3-c]pyridine-4-yl}benzonitrile FC(C1=CC=C(C(=O)N2C=CC=3C2=CN=CC3C3=CC=C(C#N)C=C3)C=C1)(F)F